(S)-N-(5-(2-(2-aminopyridin-3-yl)-5-(1H-pyrazol-1-yl)-3H-imidazo[4,5-b]pyridin-3-yl)-2,3-dihydro-1H-inden-1-yl)-4-(difluoromethyl)-2-nitrobenzamide NC1=NC=CC=C1C1=NC=2C(=NC(=CC2)N2N=CC=C2)N1C=1C=C2CC[C@@H](C2=CC1)NC(C1=C(C=C(C=C1)C(F)F)[N+](=O)[O-])=O